C(C=C)[Si](OC(C)C)(OC(C)C)CC=C di(2-propenyl)diisopropoxysilane